C(C)(CC)C1=NC(=C2C(=N1)N(N=C2)C(C)C)NC=2N=CN(C2)C2=CC(=C(C(=C2)OC)OC)OC 6-(sec-butyl)-1-isopropyl-N-(1-(3,4,5-trimethoxyphenyl)-1H-imidazol-4-yl)-1H-pyrazolo[3,4-d]pyrimidin-4-amine